((3-(1H-imidazol-1-yl)propyl)azanediyl)bis(decane-1,2-diyl) dioctanoate C(CCCCCCC)(=O)OC(CN(CC(CCCCCCCC)OC(CCCCCCC)=O)CCCN1C=NC=C1)CCCCCCCC